4-(4-((1R,5S)-3,8-diazabicyclo[3.2.1]octan-3-yl)-8-cyclopropoxy-2-(((2R,7aS)-2-fluorotetrahydro-1H-pyrrolizin-7a(5H)-yl)methoxy)quinazolin-7-yl)-5-ethynyl-6-fluoronaphthalen-2-ol [C@H]12CN(C[C@H](CC1)N2)C2=NC(=NC1=C(C(=CC=C21)C2=CC(=CC1=CC=C(C(=C21)C#C)F)O)OC2CC2)OC[C@]21CCCN1C[C@@H](C2)F